cyclooctanal C1(CCCCCCC1)C=O